FC1=C(COC2=NC=CC=C2C2CCN(CC2)CC2=NC3=C(N2C[C@H]2OCC2)C=C(C=C3)C(=O)[O-])C=CC(=C1)F.[NH4+] ammonium 2-[(4-{2-[(2,4-difluorobenzyl)oxy]pyridin-3-yl}piperidin-1-yl)methyl]-1-[(2S)-oxetan-2-ylmethyl]-1H-benzimidazole-6-carboxylate